hexakis(2,2,2-trifluoroethoxy)cyclotriphosphazene FC(COP1(=NP(=NP(=N1)(OCC(F)(F)F)OCC(F)(F)F)(OCC(F)(F)F)OCC(F)(F)F)OCC(F)(F)F)(F)F